Boron-iron [Fe].[B]